Br.C[C@@H]1N([C@@H](CNC1)C)CC(=O)NC1=CC(=CC=C1)NC1C(NC(CC1)=O)=O 2-((2s,6r)-2,6-dimethylpiperazin-1-yl)-N-(3-((2,6-dioxopiperidin-3-yl)amino)phenyl)acetamide hydrobromide